C(C)(=O)N([C@@H](CSSC[C@@H](C(=O)O)N)C(=O)O)C(C)=O N,N-diacetyl-L-cystine